O.O.[Na] sodium di-hydrate